(S)-4-(5-(3-((2-((S)-3-carboxybutanoyl)-4-fluoro-6-hydroxybenzo[b]thiophen-5-yl)oxy)propoxy)-4-fluoro-6-methoxybenzo[b]thiophen-2-yl)-2-methyl-4-oxobutanoic acid C(=O)(O)[C@H](CC(=O)C1=CC2=C(S1)C=C(C(=C2F)OCCCOC2=C(C1=C(SC(=C1)C(C[C@@H](C(=O)O)C)=O)C=C2OC)F)O)C